8-(3-(2-hydroxyethoxy)-4-methoxyphenyl)-1,5-naphthyridin-2(1H)-one OCCOC=1C=C(C=CC1OC)C=1C=CN=C2C=CC(NC12)=O